CN(CCOC1=CC(=C(C=C1)NC=1N=C(C2=C(N1)NC=C2C(=O)C2=CC=C(C=C2)F)NC2CCC(CC2)CO)OC)C (2-((4-(2-(dimethylamino)Ethoxy)-2-methoxyphenyl)amino)-4-(((1r,4r)-4-(hydroxymethyl)cyclohexyl)amino)-7H-pyrrolo[2,3-d]pyrimidin-5-yl)(4-fluorophenyl)methanone